C(C)(C)OCC(=O)O 2-isopropoxyacetic acid